4-methoxy-3-(5-(oxazol-2-yl)pyridin-3-yl)phenyl cyclopentylcarbamate C1(CCCC1)NC(OC1=CC(=C(C=C1)OC)C=1C=NC=C(C1)C=1OC=CN1)=O